N-(4-(4-((2-(benzyloxy)-2-methylpropyl)sulfonamido)bicyclo[2.2.2]octan-1-yl)phenyl)isoindoline-2-carboxamide C(C1=CC=CC=C1)OC(CS(=O)(=O)NC12CCC(CC1)(CC2)C2=CC=C(C=C2)NC(=O)N2CC1=CC=CC=C1C2)(C)C